C(C)OC(=O)N1CC=2N(CC1)C(=NN2)C#CC2=NC=CC(=C2)Cl 3-[2-(4-Chloro-2-pyridinyl)ethynyl]-6,8-dihydro-5H-[1,2,4]triazolo[4,3-a]pyrazine-7-carboxylic acid ethyl ester